NC1=NC=C(C=C1C1=C(C=C(C=C1)NC(=O)C1=CN(C(=C(C1=O)C1=CC=C(C=C1)F)C#N)C1CC1)F)C=1C=NN(C1)CC N-(4-(2-amino-5-(1-ethyl-1H-pyrazol-4-yl)pyridin-3-yl)-3-fluorophenyl)-6-cyano-5-(4-fluorophenyl)-1-cyclopropyl-4-oxo-1,4-dihydropyridine-3-carboxamide